O=C1NC(CCC1N1C(C2=CC=CC(=C2C1=O)NCC1=CC=C(C=C1)CN1CCN(CC1)C1=NC=CN=C1)=O)=O 2-(2,6-dioxopiperidin-3-yl)-4-(4-((4-(pyrazin-2-yl)piperazin-1-yl)methyl)benzylamino)isoindoline-1,3-dione